2,2'-(1-(pyridin-4-yl)propane-1,2-diyl)bis(N-ethylhydrazine-1-thiocarboxamide) N1=CC=C(C=C1)C(C(C)NNC(NCC)=S)NNC(NCC)=S